N[C@@H](C[C@H]1C(NCC1)=O)\C=C\1/C(OCC1)=O (3S)-3-[(2S,3Z)-2-Amino-3-(2-oxotetrahydrofuran-3-ylidene)propyl]pyrrolidin-2-one